(3-pentenyl)-L-cysteine C(CC=CC)N[C@@H](CS)C(=O)O